2-((1-aminocyclopentyl)meth-oxy)-4-(5-methoxyimidazo[1,2-a]pyridin-3-yl)-6-(methylthio)benzonitrile NC1(CCCC1)COC1=C(C#N)C(=CC(=C1)C1=CN=C2N1C(=CC=C2)OC)SC